C(#N)C1=C(C=CC(=N1)C(=O)NC)N1CCN(CC1)CC1=CSC(=C1)NC(C(CC)=O)=O 6-cyano-N-methyl-5-(4-((5-(2-oxobutanamido)thiophen-3-yl)methyl)piperazin-1-yl)picolinamide